ethyl 8-((S)-2,2-dimethylcyclopropane-1-carbonyl)-2-(thiazole-5-carbonyl)-2,8-diazaspiro[4.5]decane-4-carboxylate CC1([C@H](C1)C(=O)N1CCC2(C(CN(C2)C(=O)C2=CN=CS2)C(=O)OCC)CC1)C